2-[18F]fluorodeoxyglucose [18F][C@@H](C=O)[C@@H](O)[C@H](O)[C@H](O)CO